6-(dimethylcarbamoyl)-2-methyl-1-methylsulfonyl-1H-benzo[d]imidazol CN(C(=O)C=1C=CC2=C(N(C(=N2)C)S(=O)(=O)C)C1)C